3-[(5-chloro-1H-indol-2-yl)methyl]-1-{1-[2-(3-fluoro-4-methoxyphenyl)acetyl]piperidin-3-yl}-1-methylurea ClC=1C=C2C=C(NC2=CC1)CNC(N(C)C1CN(CCC1)C(CC1=CC(=C(C=C1)OC)F)=O)=O